2-(4-cyclohexylphenyl)-7-methyl-4-oxo-4H-chromene-6-carboxylic acid C1(CCCCC1)C1=CC=C(C=C1)C=1OC2=CC(=C(C=C2C(C1)=O)C(=O)O)C